4-methoxy-N-((3-methyl-4-((2-morpholinopyrimidin-5-yl)oxy)phenyl)carbamoyl)cyclohexane-1-carboxamide COC1CCC(CC1)C(=O)NC(NC1=CC(=C(C=C1)OC=1C=NC(=NC1)N1CCOCC1)C)=O